[K].C(=C)[B-](F)(F)F.[H+] vinyltrifluoroboric acid potassium salt